COCC1(OC=2C=C(C=CC2C=2N=C(SC21)N)C(F)(F)F)COC 4,4-bis(methoxymethyl)-7-(trifluoromethyl)-4H-chromeno[4,3-d]thiazol-2-amine